3,5-bis(methoxymethyl)phenol COCC=1C=C(C=C(C1)COC)O